FCCN1C2CCC(C1CO)C2 (2-(2-fluoroethyl)-2-azabicyclo[2.2.1]heptan-3-yl)methanol